C(C)(C)(C)OC(=O)N1CCN(CC1)C1=NN=C(C2=CC(=C(C=C12)Cl)C1=C(C=CC=C1F)O[Si](C1=CC=CC=C1)(C1=CC=CC=C1)C(C)(C)C)C1CC1 4-(6-(2-((tert-butyldiphenylsilyl)oxy)-6-fluorophenyl)-7-chloro-4-cyclopropylphthalazin-1-yl)piperazine-1-carboxylic acid tert-butyl ester